7-cyano-N-(3-hydroxy-2,2-dimethylpropyl)-4-(isopropylamino)-5H-pyrido[3,2-b]indole-3-carboxamide C(#N)C=1C=CC=2C3=C(NC2C1)C(=C(C=N3)C(=O)NCC(CO)(C)C)NC(C)C